nitrilotris(methylphosphonic acid), trisodium salt [Na+].[Na+].[Na+].N(P(OC)([O-])=O)(P(OC)([O-])=O)P(OC)([O-])=O